[C@H]12N[C@@H](C[C@@H]2C1)C(=O)OCC1=CC=CC=C1 benzyl (1S,3S,5S)-2-azabicyclo[3.1.0]hexane-3-carboxylate